6-(3-(cyclobutylmethyl)-6-(3,5-dimethylisoxazol-4-yl)-1H-pyrrolo[3,2-b]pyridin-1-yl)nicotinic acid C1(CCC1)CC1=CN(C=2C1=NC=C(C2)C=2C(=NOC2C)C)C2=NC=C(C(=O)O)C=C2